5-fluoro-3-iodo-1H-pyrazolo[3,4-b]pyridine FC=1C=C2C(=NC1)NN=C2I